C(C)N1C2=C([C@H]([C@H](C1=O)NC(C1=CC(=CC=C1)C(F)(F)F)=O)C1=CC=C(C=C1)F)C(=NN2C2=CC=CC=C2)CO N-[(4R,5R)-7-ethyl-4-(4-fluorophenyl)-3-(hydroxymethyl)-6-oxo-1-phenyl-1H,4H,5H,6H,7H-pyrazolo[3,4-b]pyridin-5-yl]-3-(trifluoromethyl)benzamide